ClC1=C2C(=NC=C1)C(=CS2)C=O 7-chlorothieno[3,2-b]pyridine-3-carbaldehyde